(R)-4-((6'-Chloro-3-fluoro-5-(methylsulfonyl)-[2,3'-bipyridin]-4'-yl)amino)butan-2-ol ClC1=CC(=C(C=N1)C1=NC=C(C=C1F)S(=O)(=O)C)NCC[C@@H](C)O